1-Ethyl-6-fluoro-4-oxo-8-[[2-[2-oxo-3-(3-oxo-4H-pyrido[3,2-b][1,4]oxazin-6-yl)-1,3-oxazolidin-5-yl]ethylamino]methyl]-8,9-dihydro-7H-cyclopenta[h]chinolin C(C)N1C=CC(C2=CC(=C3C(=C12)CC(C3)CNCCC3CN(C(O3)=O)C=3C=CC=1OCC(NC1N3)=O)F)=O